methyl (S)-2-(4-(2-acetyl-5-chlorophenyl)-3-methoxy-6-oxopyridazin-1(6H)-yl)-3-phenylpropanoate 2-oxabicyclo[2.2.1]heptan-5-ylmethyl-4-methylbenzenesulfonate C12OCC(C(C1)COS(=O)(=O)C1=CC=C(C=C1)C)C2.C(C)(=O)C2=C(C=C(C=C2)Cl)C=2C(=NN(C(C2)=O)[C@H](C(=O)OC)CC2=CC=CC=C2)OC